7-(4,7-diazaspiro[2.5]oct-7-yl)-2-(2,8-dimethyl-imidazo[1,2-b]pyridazin-6-yl)pyrimidine-4-one C1CC12NCCN(C2)C2=C(C=1N(N=C2C2=NC=CC(N2)=O)C=C(N1)C)C